ClC=1C(=NC(=C(C(=O)OC)C1)N1CCC(CCC1)(F)F)CC methyl 5-chloro-2-(4,4-difluoroazepan-1-yl)-6-ethylnicotinate